2-((4-Methoxybenzyl)oxy)-N-(5-methyl-2-(pentan-2-yloxy)-4-phenoxyphenyl)pyrazolo[1,5-a]pyridine-3-carboxamide COC1=CC=C(COC2=NN3C(C=CC=C3)=C2C(=O)NC2=C(C=C(C(=C2)C)OC2=CC=CC=C2)OC(C)CCC)C=C1